C(C1=CC=CC=C1)N(C(CN1C(C2=CC(=CC=C2C1)C1=NC(=NC=C1)NC1=CC=NN1C)=O)=O)C N-benzyl-N-methyl-2-(6-{2-[(1-methyl-1H-pyrazol-5-yl)amino]pyrimidin-4-yl}-1-oxo-2,3-dihydro-1H-isoindol-2-yl)acetamide